tris(4-(3-methyl-4-aminophenoxy)phenyl)methane CC=1C=C(OC2=CC=C(C=C2)C(C2=CC=C(C=C2)OC2=CC(=C(C=C2)N)C)C2=CC=C(C=C2)OC2=CC(=C(C=C2)N)C)C=CC1N